C(C=C)(=O)[O-].C(C=C)(=O)[O-].C(CCCCCCCCCCCCCCCCC)[Sn+2]CCCCCCCCCCCCCCCCCC distearyltin diacrylate